NC=1C=CC(=C(C1)C1(NC(=NC=C1OC)NC1=C(C=C(C(=C1)[N+](=O)[O-])OC)OC)N)OC 4-(5-amino-2-methoxyphenyl)-N2-(2,4-dimethoxy-5-nitrophenyl)-5-methoxypyrimidine-2,4-diamine